Br.O=CCCCC(=O)O 5-oxo-pentanoate Hydrobromide Salt